C(CC)C(C(=O)O)(CCC)CCC Dipropylvaleric acid